Cl.FC(CN1CC2(CC1)CCNCC2)F 2-(2,2-difluoroethyl)-2,8-diazaspiro[4.5]decane hydrochloride